COCCOC=1C=C2C(=NC=NC2=CC1OCCOC)OC1=C(C=C(C=C1)C1C=2N(CCC1)N(C(C2C(=O)N)=O)C2=CC=C(C=C2)F)Cl (4-((6,7-bis(2-methoxyethoxy)quinazolin-4-yl)oxy)-3-chlorophenyl)-1-(4-fluorophenyl)-2-oxo-1,2,4,5,6,7-hexahydropyrazolo[1,5-a]pyridine-3-carboxamide